2,2'-(methylazanediyl)bis(N-(3-(bis(2-((tert-butyldimethylsilyl)oxy)decyl)amino)propyl)-N-methylacetamide) CN(CC(=O)N(CCCN(CC(CCCCCCCC)O[Si](C)(C)C(C)(C)C)CC(CCCCCCCC)O[Si](C)(C)C(C)(C)C)C)CC(=O)N(C)CCCN(CC(CCCCCCCC)O[Si](C)(C)C(C)(C)C)CC(CCCCCCCC)O[Si](C)(C)C(C)(C)C